FC(C(=O)O)(F)F.C(C)N1C=NC2=C1C=CC(=C2)C#CC2=CN(C1=C2C(=NC=C1)N)[C@@H]1CN[C@H](C1)COC 3-((1-ethyl-1H-benzo[d]imidazol-5-yl)ethynyl)-1-((3S,5R)-5-(methoxymethyl)pyrrolidin-3-yl)-1H-pyrrolo[3,2-c]pyridin-4-amine 2,2,2-trifluoroacetate